FC=1C(=CC(=C(C1)C(C(=O)OC)(C)C)OC)CNC(=O)C1=CC2=C(N(C(=N2)C2(CC2)C(F)(F)F)COCC[Si](C)(C)C)C=C1 methyl 2-[5-fluoro-2-methoxy-4-[[[2-[1-(trifluoromethyl) cyclopropyl]-1-(2-trimethylsilylethoxymethyl) benzimidazole-5-carbonyl] amino] methyl] phenyl]-2-methyl-propanoate